2-(((3-((1-(4-chlorophenyl)-2-oxo-2-(spiro[cyclopropane-1,3'-indolin]-1'-yl)ethyl)amino)-5-methoxybenzylidene)amino)oxy)propanoic acid ClC1=CC=C(C=C1)C(C(N1CC2(C3=CC=CC=C13)CC2)=O)NC=2C=C(C=NOC(C(=O)O)C)C=C(C2)OC